S1C=C2NC=NC3=CC=NC1=C23 3H-1-thia-3,5,8-triazaacenaphthylen